Allyl 2-azido-3-O-benzyl-6-O-tert-butyldiphenylsilyl-2-deoxy-4-O-methyl-α-L-altropyranoside N(=[N+]=[N-])[C@H]1[C@H](OCC=C)O[C@H]([C@@H]([C@@H]1OCC1=CC=CC=C1)OC)CO[Si](C1=CC=CC=C1)(C1=CC=CC=C1)C(C)(C)C